non-enol C(=CCCCCCCC)O